[(2R,3S,4R,5R)-5-[4-(3-bicyclo[3.1.0]hexanylamino)-6-chloro-pyrazolo[3,4-d]-pyrimidin-1-yl]-3,4-dihydroxy-tetrahydro-furan-2-yl]methoxy-methylphosphonic acid C12CC(CC2C1)NC1=C2C(=NC(=N1)Cl)N(N=C2)[C@H]2[C@@H]([C@@H]([C@H](O2)COCP(O)(O)=O)O)O